C1(CC1)CN1CCC(CC1)C(=O)O 1-(cyclopropylmethyl)piperidine-4-carboxylic acid